CC1C2=CC=CC=C2C=2C=CC(=CC12)C(=O)NCC(=O)OCC1=CC=CC=C1 benzyl (9-methyl-9H-fluorene-2-carbonyl)glycinate